N-(5-((6-((R)-3-(2,4-difluorophenyl)isoxazolidine-2-yl)pyrimidine-4-yl)amino)-4-methoxy-2-(4-methyl-1H-imidazole-1-yl)phenyl)acrylamide FC1=C(C=CC(=C1)F)[C@@H]1N(OCC1)C1=CC(=NC=N1)NC=1C(=CC(=C(C1)NC(C=C)=O)N1C=NC(=C1)C)OC